Ethyl-4-[3-(methoxymethyl)-2,2-dimethyl-cyclopent-3-en-1-yl]-2-methyl-pent-4-enoate C(C)OC(C(CC(=C)C1C(C(=CC1)COC)(C)C)C)=O